COCCN1C(N(C2=CC=3C(=NN=C(C3C=C21)N[C@H](C)C2=C(C(=CC=C2)C(F)(F)F)F)C)C)=O 3-(2-methoxyethyl)-1,8-dimethyl-5-[[(1R)-1-[2-fluoro-3-(trifluoromethyl)phenyl]ethyl]amino]imidazo[4,5-g]phthalazin-2-one